1H-pyrazol-1-yl-piperidine-1-carboxylate N1(N=CC=C1)C1N(CCCC1)C(=O)[O-]